FC1=C(C=C(C=C1)F)C(CNC(OCC1=CC=CC=C1)=O)=O benzyl 2-(2,5-difluorophenyl)-2-oxoethylcarbamate